rel-(3R)-6-fluoro-3,4-dihydro-2H-1-benzopyran-3-amine FC=1C=CC2=C(C[C@H](CO2)N)C1 |o1:7|